FC1=CC(=C(C=C1C1=NC(=CC=C1)N1CCOCC1)C=1N(C(C=C(C1C(=O)N)C(F)(F)F)=O)C)N1C[C@H](N(CC1)C)C 4-fluoro-5-(6-morpholin-4-ylpyridin-2-yl)-2-[(3R)-3,4-dimethylpiperazin-1-yl]phenyl-1-methyl-6-oxo-4-(trifluoromethyl)pyridine-3-carboxamide